C(C)[C@H]1CN([C@@H](CO1)C1=CC=C(C=C1)B1OC(C(O1)(C)C)(C)C)C(=O)OC(C)(C)C tert-Butyl (2S,5R)-2-ethyl-5-(4-(4,4,5,5-tetramethyl-1,3,2-dioxaborolan-2-yl)phenyl)morpholine-4-carboxylate